[N+](=O)([O-])C1=CC=C(C(=O)NN)C=C1 para-nitrobenzoyl-hydrazine